tert-butyl (3-amino-4'-fluoro-[1,1'-biphenyl]-4-yl)carbamate NC=1C=C(C=CC1NC(OC(C)(C)C)=O)C1=CC=C(C=C1)F